2-(3,5-difluorophenyl)-N-(4-(1-methyl-4-(trifluoromethyl)-1H-imidazol-2-yl)benzyl)-9-(tetrahydro-2H-pyran-2-yl)-9H-purin-6-amine FC=1C=C(C=C(C1)F)C1=NC(=C2N=CN(C2=N1)C1OCCCC1)NCC1=CC=C(C=C1)C=1N(C=C(N1)C(F)(F)F)C